2-(7-fluoro-3,4-dihydrobenzo[b][1,4]oxazepine-5(2H)-yl)-5-(6-fluorobenzo[d]oxazol-2-yl)isonicotinic acid FC1=CC2=C(OCCCN2C=2C=C(C(=O)O)C(=CN2)C=2OC3=C(N2)C=CC(=C3)F)C=C1